CC(C(=O)OC)(C)N1N=CC(=C1)B1OC(C(O1)(C)C)(C)C Methyl 2-methyl-2-(4-(4,4,5,5-tetramethyl-1,3,2-dioxaborolan-2-yl)-1H-pyrazol-1-yl)propanoate